(R*)-N5-((1R,5S,6s)-3-Azabicyclo[3.1.0]hexan-6-yl)-N7-methyl-3-phenyl-2,3-dihydrobenzofuran-5,7-dicarboxamide [C@@H]12CNC[C@H]2C1NC(=O)C=1C=C(C2=C([C@H](CO2)C2=CC=CC=C2)C1)C(=O)NC |o1:14|